3α-hydroxy-24,24-dimethyl-5α-cholan-6-one O[C@H]1C[C@@H]2C(C[C@H]3[C@@H]4CC[C@H]([C@@H](CCC(C)C)C)[C@]4(CC[C@@H]3[C@]2(CC1)C)C)=O